ClC1=CC=C(C=C1)C=1C=2C(=C(SC2N2C(=NN=C2[C@@H](N1)CC(=O)O)C)C)C 2-[(9S)-7-(4-chlorophenyl)-4,5,13-trimethyl-3-thia-1,8,11,12-tetraazatricyclo-[8.3.0.02,6]trideca-2(6),4,7,10,12-pentaen-9-yl]acetic acid